tert-Butyl(6-((3-((6-chloro-3-((methyl-d3)carbamoyl)pyridazin-4-yl)amino)-4-methoxy-5-(1-Methyl-1H-1,2,4-triazol-3-yl)phenethoxy)methyl)pyridin-2-yl)carbamate C(C)(C)(C)OC(NC1=NC(=CC=C1)COCCC1=CC(=C(C(=C1)C1=NN(C=N1)C)OC)NC1=C(N=NC(=C1)Cl)C(NC([2H])([2H])[2H])=O)=O